[1,4]Diazepine-2-d N1C(=CN=CC=C1)[2H]